tert-butyl ((3S,4S)-8-(5-bromo-3-(hydroxymethyl)-6-methylpyrazin-2-yl)-3-methyl-2-oxa-8-Azaspiro[4.5]decan-4-yl)carbamate BrC=1N=C(C(=NC1C)N1CCC2([C@@H]([C@@H](OC2)C)NC(OC(C)(C)C)=O)CC1)CO